BrC1=CC=C(C=C1)C=1C(N(C=CC1)C)=O 3-(4-bromophenyl)-1-methylpyridin-2(1H)-one